C(C(=C)C)(=O)O.C(C(=C)C)(=O)O.CC.CC di-ethane di(methacrylate)